Dimethyl ((1-isopropyl-1H-1,2,3-triazol-5-yl)sulfonyl)-carbonimidodithioate C(C)(C)N1N=NC=C1S(=O)(=O)N=C(SC)SC